C(C)OC(CC=1C=NC=C(C1)OS(=O)(=O)C(F)(F)F)=O 2-(5-(((trifluoromethyl)sulfonyl)oxy)pyridin-3-yl)acetic acid ethyl ester